4-isopropyl-1-methylene-2-[1-[2-(2-vinyloxyethoxy)ethoxy]ethoxy]-cyclohexane C(C)(C)C1CC(C(CC1)=C)OC(C)OCCOCCOC=C